N-(6-amino-5-methyl-3-pyridyl)-2-[5-methyl-2-(2-thienyl)-1-piperidyl]-2-oxo-acetamide NC1=C(C=C(C=N1)NC(C(=O)N1C(CCC(C1)C)C=1SC=CC1)=O)C